6-(azetidin-3-yl)-2-(6-hydroxy-2,7-dimethyl-indazol-5-yl)pyrido[4,3-d]pyrimidin-5-one N1CC(C1)N1C(C2=C(N=C(N=C2)C2=CC3=CN(N=C3C(=C2O)C)C)C=C1)=O